5-(2,6-dichloro-benzyloxy)-[3,3']bipyridinyl-6-ylamine ClC1=C(COC=2C=C(C=NC2N)C=2C=NC=CC2)C(=CC=C1)Cl